3-methoxy-7-nitro-1-phenyl-1H-benzo[g]indazole-4,5-dione COC1=NN(C=2C3=C(C(C(C12)=O)=O)C=C(C=C3)[N+](=O)[O-])C3=CC=CC=C3